(E)-N,N-diethyl-3-[2-(methylamino)ethylsulfonyl]prop-2-en-1-amine C(C)N(C\C=C\S(=O)(=O)CCNC)CC